(2-(((4-bromo-2-((1S*,2S*)-2-(4-methylpyrimidin-2-yl)cyclopropyl)quinolin-7-yl)amino)methyl)-6-cyclopropylimidazo[1,2-a]pyridin-8-yl)-3-methyl-imidazolidine-2,4-dione BrC1=CC(=NC2=CC(=CC=C12)NCC=1N=C2N(C=C(C=C2N2C(N(C(C2)=O)C)=O)C2CC2)C1)[C@@H]1[C@H](C1)C1=NC=CC(=N1)C |o1:33,34|